(E)-3-(3,4-dihydroxyphenyl)-1-(2-hydroxy-5-(3-(4-methylpiperazin-1-yl)propoxy)phenyl)prop-2-en-1-one OC=1C=C(C=CC1O)/C=C/C(=O)C1=C(C=CC(=C1)OCCCN1CCN(CC1)C)O